5-Methyl-1-(1-(4-(1-oxo-1,2,3,4-tetrahydroisochinolin-6-yl)benzyl)-1H-indol-5-yl)-1H-pyrazol-3-carboxamid CC1=CC(=NN1C=1C=C2C=CN(C2=CC1)CC1=CC=C(C=C1)C=1C=C2CCNC(C2=CC1)=O)C(=O)N